ClC1=CC=C(C=C1)N1C(=NN=C1[C@@H]1CC[C@H](CC1)OC1=NC=CC=C1)CC1=CC=NO1 trans-5-[[4-(4-chlorophenyl)-5-(4-pyridin-2-yloxycyclohexyl)-1,2,4-triazol-3-yl]methyl]-1,2-oxazole